C1=CC=CC=2SC3=CC=CC=C3N(C12)CCC 3-(10-phenothiazinyl)propane